3,3,4,4,5,5,6,6,7,7,8,8,8-tridecafluorooctylacrylate FC(CCOC(C=C)=O)(C(C(C(C(C(F)(F)F)(F)F)(F)F)(F)F)(F)F)F